FC(C=1C=C2C(=NC1)N(N=C2C(=O)OC)C2OCCCC2)(F)F methyl 5-trifluoromethyl-1-(tetrahydro-2H-pyran-2-yl)-1H-pyrazolo[3,4-b]pyridine-3-carboxylate